CC=CC#CC#CC(C(C=CCCCO)O)O tetradeca-2,10-diene-4,6-diyne-8,9,14-triol